N-(4-(4-(5-Cyanopyridin-2-yl)piperazin-1-yl)phenyl)-5-methoxypicolinamid C(#N)C=1C=CC(=NC1)N1CCN(CC1)C1=CC=C(C=C1)NC(C1=NC=C(C=C1)OC)=O